R-β-hydroxybutyric acid O[C@@H](CC(=O)O)C